CC1(CN(CCC1)C1=NN=C2N1C(=CN=C2N)C)C 3-(3,3-dimethylpiperidin-1-yl)-5-methyl-[1,2,4]triazolo[4,3-a]pyrazin-8-amine